C[C@@H]1CN(C[C@@H](N1)C)C1=C2C(=NC=C1)N(CC2)C(=O)NC2=CC1=CN(N=C1C=C2F)C 4-((3R,5S)-3,5-dimethylpiperazin-1-yl)-N-(6-fluoro-2-methyl-2H-indazol-5-yl)-2,3-dihydro-1H-pyrrolo[2,3-b]pyridine-1-carboxamide